NC1=CC(=C(CN2CC(NCC2)=O)C=C1)C(F)(F)F 4-(4-amino-2-(trifluoromethyl)benzyl)piperazin-2-one